C(=CC)CCOCCCCCCC 2-propenyl-1-heptyloxyethane